C(C1=CC=CC=C1)OC1=C(C=C(C=C1)N1N=C(C(=N1)C(=O)O)C)F 2-(4-(benzyloxy)-3-fluorophenyl)-5-methyl-2H-1,2,3-triazole-4-carboxylic acid